O[C@H]1[C@@H](NCC1)COC1CCC(CC1)C=1C(=NC=CC1)OCC(=O)OCC ethyl 2-[[3-(4-[[(2S,3R)-3-hydroxypyrrolidin-2-yl]methoxy] cyclohexyl)pyridin-2-yl]oxy]acetate